C(C)(C)N(C(C)C)CC=1C=C(COC2=NC=CC(=C2)[C@H](CP(O)(=O)C)C)C=CC1C1=CC(=NC=C1F)OC ((R)-2-(2-((3-((diisopropylamino)methyl)-4-(5-fluoro-2-methoxypyridin-4-yl)benzyl)oxy)pyridin-4-yl)propyl)(methyl)phosphinic acid